3-(N-(2,5-dichlorophenyl)sulfamoyl)-N-(pyridin-3-yl)benzamide ClC1=C(C=C(C=C1)Cl)NS(=O)(=O)C=1C=C(C(=O)NC=2C=NC=CC2)C=CC1